(1r,3r,5s)-8-(9-(7-chloro-2-methylbenzo[d]oxazol-6-yl)-7H-imidazo[1,2-c]pyrrolo[3,2-e]pyrimidin-5-yl)-8-azabicyclo[3.2.1]octan-3-amine ClC1=C(C=CC=2N=C(OC21)C)C2=CNC1=C2C=2N(C(=N1)N1[C@H]3CC(C[C@@H]1CC3)N)C=CN2